(+)-p-menthadiene-3-ol C1(=CC(=C(CC1)C(C)C)O)C